C(C)(C)(C)OC(=O)N(C(OC(C)(C)C)=O)C1=NC(=CC=C1)CN(CC1=CC(=CC=C1)O[Si](C)(C)C(C)(C)C)C(=O)OC(C)(C)C tert-butyl (tert-butoxycarbonyl)(6-(((tert-butoxycarbonyl)(3-((tertbutyldimethylsilyl)oxy)benzyl)amino)methyl)pyridin-2-yl)carbamate